[2-(2-{2-cyclopropyl-7-methyl-4-oxo-4h,5h-furo[2,3-d]pyridazin-5-yl}acetamido)pyrimidin-5-yl]acetic acid ethyl ester C(C)OC(CC=1C=NC(=NC1)NC(CN1N=C(C2=C(C1=O)C=C(O2)C2CC2)C)=O)=O